2-(3,3-dimethylbutyl)morpholine hydrochloride Cl.CC(CCC1CNCCO1)(C)C